FC(C1=NN=C(O1)C=1C=CC(=NC1)CN1C(OC2=C1C=CC(=C2)C2CCN(CC2)C)=O)F 3-((5-(5-(difluoromethyl)-1,3,4-oxadiazole-2-yl)pyridine-2-yl)methyl)-6-(1-methylpiperidine-4-yl)benzo[d]oxazole-2(3H)-one